2-[1-(4-[5-Methylpyrido[4,3-b]indol-7-yl]phenyl)piperidin-4-yl]ethanol CN1C2=C(C=3C=CC(=CC13)C1=CC=C(C=C1)N1CCC(CC1)CCO)C=NC=C2